O1COC2=C1C=CC=C2C=N[C@@H](CCCN\C(\N)=N\[H])C(=O)O (E)-N2-[(2H-1,3-benzodioxol-4-yl)methylidene]-L-arginine